NCC(CC1=CC(=CC=C1)F)NC(=O)C=1SC(=CC1C)C1=CC=NC=2NC(C[C@@H](C12)C)=O (S)-N-(1-amino-3-(3-fluorophenyl)propan-2-yl)-3-methyl-5-(5-methyl-7-oxo-5,6,7,8-tetrahydronaphthyridin-4-yl)thiophene-2-carboxamide